2-[1-(3,5-dibromophenyl)-1H-pyrazol-3-yl]pyridine BrC=1C=C(C=C(C1)Br)N1N=C(C=C1)C1=NC=CC=C1